4-((2-chloro-6,7-dimethoxyquinazolin-4-yl)amino)piperidine-1-carboxylic acid tert-butyl ester C(C)(C)(C)OC(=O)N1CCC(CC1)NC1=NC(=NC2=CC(=C(C=C12)OC)OC)Cl